C(C)(C)(C)OC(=O)N1C(C2=C(C=CC=C2C1C1=CN=C2N1C=CC=C2)NC2=NC=C(C=C2)N2CCN(CC2)C)=O (imidazo[1,2-a]pyridin-3-yl)-7-((5-(4-methylpiperazin-1-yl)pyridin-2-yl)amino)-1-oxoisoindoline-2-carboxylic acid tert-butyl ester